FC=1C=C(C=2C(CCCC2C1C=O)=O)NC(C)=O N-(3-fluoro-4-formyl-8-oxo-5,6,7,8-tetrahydronaphthalen-1-yl)acetamide